(S)-1-isopropoxy-1-oxopropan C(C)(C)OC(CC)=O